(1-(2,6-Dimethoxyphenyl)-2-(6-ethoxypyridin-2-yl)-1H-imidazo[4,5-b]pyrazin-6-yl)-1-(5-methylpyrimidin-2-yl)methanesulfonamide COC1=C(C(=CC=C1)OC)N1C(=NC=2C1=NC(=CN2)C(S(=O)(=O)N)C2=NC=C(C=N2)C)C2=NC(=CC=C2)OCC